C(CCCCCCCCCCCCCCC)(=O)N1[C@@H](CCC1)C(=O)N1[C@@H](CCC1)C(=O)NCC(=O)N[C@@H](CC1=CC=C(C=C1)O)C(=O)[O-].[Na+] Sodium Palmitoyl-L-prolyl-L-prolyl-glycyl-L-tyrosinate Salt